C1(=CC=CC=C1)C1=CC=C(C2=CC=CC=C12)C=1C=C(C=C(C1)C1=CC=NC=C1)C1=NC=NC=N1 6-[3-(4-phenyl-naphthalen-1-yl)-5-(4-pyridyl)phenyl]-1,3,5-triazine